BrC=1N=CN(C1)C1=CC=C(C=C1)C(F)(F)F 4-bromo-1-(4-(trifluoromethyl)phenyl)-1H-imidazole